3-(5-(5-bromo-1-tosyl-1H-pyrazolo[3,4-c]pyridin-3-yl)-2-(4-methylpiperazin-1-yl)phenoxy)propan-1-ol BrC=1C=C2C(=CN1)N(N=C2C=2C=CC(=C(OCCCO)C2)N2CCN(CC2)C)S(=O)(=O)C2=CC=C(C)C=C2